N-((2-(2,6-Dioxopiperidin-3-yl)-1-oxoisoindolin-5-yl)methyl)-2-oxo-1-phenylpyrrolidine-3-carboxamide O=C1NC(CCC1N1C(C2=CC=C(C=C2C1)CNC(=O)C1C(N(CC1)C1=CC=CC=C1)=O)=O)=O